3-((3-fluoro-4-(5-(trifluoromethyl)-1,2,4-oxadiazol-3-yl)benzyl)amino)-4-(((1-methyl-1H-imidazol-4-yl)methyl)amino)cyclobut-3-ene-1,2-dione FC=1C=C(CNC=2C(C(C2NCC=2N=CN(C2)C)=O)=O)C=CC1C1=NOC(=N1)C(F)(F)F